O1C=NC2=C1C=CC(=C2)OC2=C(C=C(C=C2)NC=2C1=C(N=CN2)C=CC(=N1)C=1CCNCC1)C N-(4-(benzo[d]oxazol-5-yloxy)-3-methylphenyl)-6-(1,2,3,6-tetrahydropyridin-4-yl)pyrido[3,2-d]pyrimidin-4-amine